N-[3-[3-[[5-[(2-hydroxyethylamino)methyl]pyridine-2-carbonyl]amino]-2-methyl-phenyl]-2-methyl-phenyl]-4-oxo-6,7-dihydro-5H-pyrazolo[1,5-a]pyridine-2-carboxamide OCCNCC=1C=CC(=NC1)C(=O)NC=1C(=C(C=CC1)C=1C(=C(C=CC1)NC(=O)C1=NN2C(C(CCC2)=O)=C1)C)C